C(C)OC(CCC(=O)C1=NC(=CC(=C1O)Br)C1=CC=C(C2=CC=CC=C12)C1=CC=CC=C1)=O 4-[4-bromo-3-hydroxy-6-(4-phenyl-naphthalen-1-yl)-pyridin-2-yl]-4-oxo-butyric acid ethyl ester